4-((4-(4-((2-methoxyphenoxy)methyl)-2,6-dimethylphenoxy)pyrimidin-2-yl)amino)benzonitrile COC1=C(OCC2=CC(=C(OC3=NC(=NC=C3)NC3=CC=C(C#N)C=C3)C(=C2)C)C)C=CC=C1